[Si](C)(C)(C(C)(C)C)OCC=1C=C(C=CC1)N1N=C(C=C1)CC(=O)NC=1SC(=CN1)C(F)(F)F 2-[1-(3-[(tert-butyldimethylsilyl)oxy]methylphenyl)-1H-pyrazol-3-yl]-N-[5-(trifluoromethyl)-1,3-thiazol-2-yl]acetamide